Methyl (S)-4-(1-(1-(3-chlorobenzyl)-6-(trifluoromethyl)-2,3-dihydro-1H-imidazo[1,2-b]pyrazole-7-carboxamido)ethyl)benzoate ClC=1C=C(CN2CCN3N=C(C(=C32)C(=O)N[C@@H](C)C3=CC=C(C(=O)OC)C=C3)C(F)(F)F)C=CC1